C(C)(C)[C@@H]1N=C(OC1)[C@H]1[C@H]([C@]2(C(=C([P@]1(C2)=S)C2=CC=CC1=CC=CC=C21)C)C)C2=CC=CC=C2 (1R,4S,5S,6R)-6-((S)-4-isopropyl-4,5-dihydrooxazol-2-yl)-3,4-dimethyl-2-(naphthalen-1-yl)-5-phenyl-1-phosphabicyclo-[2.2.1]hept-2-ene 1-sulfide